Cl.NC1CC(C[C@@H](N1)C([C@@H](CCCC)NC[C@@H](CC(C)C)NC[C@@H](CC1=CC=CC=C1)N)=O)C(=O)NC=1C=CC2=C(C=CO2)C1 (R)-6-amino-2-((R)-2-((R)-2-((R)-2-amino-3-phenylpropylamino)-4-methylpentylamino)hexanoyl)-N-(benzofuran-5-yl)piperidine-4-carboxamide hydrochloride